2-(((3S,4R,5R,6R)-4,5-bis(benzyloxy)-6-((benzyloxy)methyl)tetrahydro-2H-pyran-3-yl)amino)-6-methoxyisonicotinonitrile C(C1=CC=CC=C1)O[C@@H]1[C@H](CO[C@@H]([C@@H]1OCC1=CC=CC=C1)COCC1=CC=CC=C1)NC=1C=C(C#N)C=C(N1)OC